3-(1,2,3,6-tetrahydropyridin-2-yl)pyridine N1C(CC=CC1)C=1C=NC=CC1